2',3,5,6'-tetrafluoro-4'-(5-propyl-1,3-dioxan-2-yl)-[1,1'-biphenyl]-4-carboxylic acid FC1=C(C(=CC(=C1)C1OCC(CO1)CCC)F)C1=CC(=C(C(=C1)F)C(=O)O)F